Pentadienen C=C=C=CC